C(=C)(C)C=1C=C(C=CC1)O m-isopropenylphenol